6-[2-(Cyclopropylcarbamoyl)phenyl]sulfanyl-3-[(trans)-2-[5-[2-(dimethylamino)ethoxy]-2-pyridyl]vinyl]indazole-1-carboxylic acid tert-butyl ester C(C)(C)(C)OC(=O)N1N=C(C2=CC=C(C=C12)SC1=C(C=CC=C1)C(NC1CC1)=O)\C=C\C1=NC=C(C=C1)OCCN(C)C